ClC=1N=CC2=C(N1)N=CC=C2 2-chloropyrido[2,3-d]pyrimidine